N-{[6-fluoro-5-(propan-2-yl)pyridin-2-yl](phenyl)methyl}-5-methyl-1-[2-(1H-1,2,3-triazol-5-yl)acetyl]pyrrolidine-2-carboxamide FC1=C(C=CC(=N1)C(NC(=O)C1N(C(CC1)C)C(CC1=CN=NN1)=O)C1=CC=CC=C1)C(C)C